C1(=NC=CC2=CC=CC=C12)SC1CCC(CC1)=O 4-(isoquinolinylthio)cyclohexanone